methyl 4-(3-(benzyloxy)propoxy)butanoate C(C1=CC=CC=C1)OCCCOCCCC(=O)OC